fluoro-4,4'-bis(4-(9-carbazolyl)styryl)biphenyl FC1=C(C=CC(=C1)C=CC1=CC=C(C=C1)N1C2=CC=CC=C2C=2C=CC=CC12)C1=CC=C(C=C1)C=CC1=CC=C(C=C1)N1C2=CC=CC=C2C=2C=CC=CC12